N1=CC(=CC=C1)C1=NC(=CC(=N1)N1CC2(C1)CN(CC2)C(=O)OC(C)(C)C)NC2=NC=CC(=C2)OC(F)(F)F Tert-butyl 2-(2-(pyridin-3-yl)-6-((4-(trifluoromethoxy) pyridin-2-yl) amino) pyrimidin-4-yl)-2,6-diazaspiro[3.4]octane-6-carboxylate